BrCCC[Si](OCC)(OCC)OCC 3-Bromopropyl-triethoxysilane